C(C=C)(=O)N1CC(C1)OC=1C=C2C(=NC=NC2=CC1OC)NC=1C=C(C=CC1OC)C1=CC(=C(C=C1)C#N)F 3'-((6-((1-acryloylazetidin-3-yl)oxy)-7-methoxy-quinazolin-4-yl)amino)-3-fluoro-4'-methoxy-[1,1'-biphenyl]-4-carbonitrile